N1C[C@H]([C@H](CC1)N(C([O-])=O)CC1CC1)N(C(OC1=CC(=C2C(=N1)C(=CS2)C(NC)=O)C(F)(F)F)=O)CC2CC2 |r| (+/-)-cis-1-(3-(methylcarbamoyl)-7-(trifluoromethyl) thieno[3,2-b]pyridin-5-yl) piperidine-3,4-diylbis((cyclopropylmethyl) carbamate)